(S)-N-(3,3-dimethylbutan-2-yl)-3-(4,4-dimethylcyclohex-1-en-1-yl)-1-methyl-4-((4-methylphenyl)sulfonamido)-1H-pyrazole-5-carboxamide CC([C@H](C)NC(=O)C1=C(C(=NN1C)C1=CCC(CC1)(C)C)NS(=O)(=O)C1=CC=C(C=C1)C)(C)C